[7-(1-octylnonyloxy)-7-oxo-heptyl]pyrrolidine-2-carboxylic acid [7-(1-octylnonyloxy)-7-oxo-heptyl] ester C(CCCCCCC)C(CCCCCCCC)OC(CCCCCCOC(=O)C1N(CCC1)CCCCCCC(=O)OC(CCCCCCCC)CCCCCCCC)=O